(2-amino-3-(3-(4-(pyrimidin-2-yloxy)benzyl)isoxazol-5-yl)pyridin-1-ium-1-yl)methyl hydrogen phosphate P(=O)(OC[N+]1=C(C(=CC=C1)C1=CC(=NO1)CC1=CC=C(C=C1)OC1=NC=CC=N1)N)(O)[O-]